OCC(COC1=NC(=CC(=C1)C=1C=C(C=CC1C)NC(=O)N1CC(CC1)CC(F)(F)F)N1CCOCC1)(C)C N-(3-(2-(3-hydroxy-2,2-dimethylpropoxy)-6-morpholinopyridin-4-yl)-4-methylphenyl)-3-(2,2,2-trifluoroethyl)pyrrolidine-1-carboxamide